C(C)OC(C1=C(C(=CC=C1)[N+](=O)[O-])C(=O)N=[N+]=[N-])=O ethyl-2-azidocarbonyl-3-nitrobenzoate